C(C)(C)(C)C1N(CCNC1)C(=O)O.N1(CCNCC1)C(=O)OC(C)(C)C tert-butyl piperazine-1-carboxylate (tert-butylpiperazine-1-carboxylate)